3-(5-(difluoromethyl)-1,3,4-selenadiazole-2-yl)-7-((3S,5S)-3,5-dimethylpiperazin-1-yl)-1-methyl-N-(1-methylcyclopropyl)-1H-indazole-5-sulfonamide FC(C1=NN=C([Se]1)C1=NN(C2=C(C=C(C=C12)S(=O)(=O)NC1(CC1)C)N1C[C@@H](N[C@H](C1)C)C)C)F